N[C@H](CNC1=CC(=C(C(=O)N[C@H](C(=O)OC)CCSC)C=C1)C1=CC=CC=C1)CS methyl (2S)-2-[[4-[[(2R)-2-amino-3-sulfanylpropyl]amino]-2-phenylbenzoyl]amino]-4-methylsulfanylbutanoate